CC1=NC(=CC(=C1)[C@H](C1=CC=C(C(=O)N)C=C1)OC1=C(C=C2C(CCOC2=C1)=O)F)C (S)-4-((2,6-dimethylpyridin-4-yl)((6-fluoro-4-oxochroman-7-yl)oxy)methyl)benzamide